3-chlorobenzyl (2,2,2-trichloroacetyl)carbamate ClC(C(=O)NC(OCC1=CC(=CC=C1)Cl)=O)(Cl)Cl